L-3-methylpyrid-3-ylalanine CC1(CN=CC=C1)N[C@@H](C)C(=O)O